(2-cyano-2-(2-(3,5-dibromo-4-(4-hydroxy-3-isopropenyl-phenoxy)phenyl)-hydrazino)acetyl)carbamic acid ethyl ester C(C)OC(NC(C(NNC1=CC(=C(C(=C1)Br)OC1=CC(=C(C=C1)O)C(=C)C)Br)C#N)=O)=O